ClC=1C=CC2=C(N=C(O2)NC2=NC(=CN=C2)N2C[C@@H](CCC2)OC2=C(C=CC=C2)OCC)C1 (R)-5-Chloro-N-(6-(3-(2-ethoxyphenoxy)piperidin-1-yl)pyrazin-2-yl)benzo[d]oxazol-2-amin